B(C1=C(C=C(C=C1)S(=O)(=O)NC2CC2)C)(O)O 4-(N-CYCLOPROPYLSULFAMOYL)-2-METHYLPHENYLBORONIC ACID